4-[2,6-Bis(trideuteriomethyl)phenyl]-6-chloro-pyrimidin-2-amine [2H]C(C1=C(C(=CC=C1)C([2H])([2H])[2H])C1=NC(=NC(=C1)Cl)N)([2H])[2H]